(2r,6r)-4-(7-cyanopyrazolo[1,5-a]pyridin-4-yl)-N-[3-(hydroxymethyl)-1-bicyclo[1.1.1]pentanoyl]-6-methyl-morpholine-2-carboxamide C(#N)C1=CC=C(C=2N1N=CC2)N2C[C@@H](O[C@@H](C2)C)C(=O)NC(=O)C21CC(C2)(C1)CO